N-{2-methoxy-6H,7H,8H,9H,10H,11H-cycloocta[b]quinolin-12-yl}-1-methylpiperidin-4-amine COC=1C=C2C(=C3C(=NC2=CC1)CCCCCC3)NC3CCN(CC3)C